benzo[b]tellurophen-2-ylboronic acid [Te]1C2=C(C=C1B(O)O)C=CC=C2